tert-butyl 4-((4-oxo-1-phenyl-1,4-dihydro-5H-pyrazolo[3,4-d]pyridazin-5-yl)methyl)piperidine-1-carboxylate O=C1C2=C(C=NN1CC1CCN(CC1)C(=O)OC(C)(C)C)N(N=C2)C2=CC=CC=C2